4-((1R,5S)-3,8-diazabicyclo[3.2.1]octan-3-yl)-7-(4-chloro-1H-indol-3-yl)-8-fluoro-2-(((S)-1-methylpyrrolidin-2-yl)methoxy)quinazoline [C@H]12CN(C[C@H](CC1)N2)C2=NC(=NC1=C(C(=CC=C21)C2=CNC1=CC=CC(=C21)Cl)F)OC[C@H]2N(CCC2)C